OC1(CCC(CC1)C1=C(C(=O)N)C=C(C=N1)C1=CC=C(C=C1)C12CN(CC2C1)C(C)C)[2H] (4-hydroxycyclohexyl-4-d)-5-(4-(3-isopropyl-3-azabicyclo[3.1.0]hex-1-yl)phenyl)nicotinamide